(S)-methyl 4-bromo-5-chloro-6-fluoro-2-phenyl-2,3-dihydrobenzofuran-2-carboxylate BrC1=C(C(=CC2=C1C[C@@](O2)(C(=O)OC)C2=CC=CC=C2)F)Cl